manganese lithium salt [Li].[Mn]